7-(1-propenylpiperidin-4-yl)-2-(4-(2,4-difluorophenoxy)phenyl)-1H-imidazo[1,2-b]Pyrazole-3-carboxamide C(=CC)N1CCC(CC1)C1=C2N(N=C1)C(=C(N2)C2=CC=C(C=C2)OC2=C(C=C(C=C2)F)F)C(=O)N